F[C@H]1C[C@@H](CNC1)NC=1C2=C(N=CN1)C(=CC(=N2)C=2C=NC(=CC2)N2CC(CC2)O)C(=O)N 4-(((3S,5S)-5-fluoropiperidin-3-yl)amino)-6-(6-(3-hydroxypyrrolidin-1-yl)pyridin-3-yl)pyrido[3,2-d]pyrimidine-8-carboxamide